C(C)C=1C=CC=C2CCCN(C12)S(=O)(=O)C1=C(C=CC(=C1)C=1C=NN(C1)C)CC 8-ethyl-1-[2-ethyl-5-(1-methyl-1H-pyrazol-4-yl)benzenesulfonyl]-1,2,3,4-tetrahydroquinoline